C[C@H](CCC1=CC=CC=C1)N |o1:1| (R) or (S)-1-methyl-3-phenylpropylamine